FCC1=NC=CC(=N1)C=1C(=C2C(=NC1)NC=C2)N[C@H]2CN(C[C@H](C2)C)C(CC#N)=O 3-((3R,5S)-3-((5-(2-(fluoromethyl)pyrimidin-4-yl)-1H-pyrrolo[2,3-b]pyridin-4-yl)amino)-5-methylpiperidin-1-yl)-3-oxopropanenitrile